N-[(1R)-1-(5-Cyano-3-fluoropyridin-2-yl)ethyl]-2,2-difluoro-2-(6-fluoro-4-methyl-2-oxo-1H-quinolin-3-yl)acetamide C(#N)C=1C=C(C(=NC1)[C@@H](C)NC(C(C=1C(NC2=CC=C(C=C2C1C)F)=O)(F)F)=O)F